2-amino-N-{[2-(2-{[1-(3-fluoro(2-pyridyl))-isopropyl]amino}pyrimidin-5-yl)(1,3-thiazol-5-yl)]methyl}acetamide NCC(=O)NCC1=CN=C(S1)C=1C=NC(=NC1)NC(C)(C)C1=NC=CC=C1F